3-Amino-N-isopropyl-3-nitro-7,8-dihydro-1,6-naphthyridine-6(5H)-carboxamide NC1(CN=C2CCN(CC2=C1)C(=O)NC(C)C)[N+](=O)[O-]